C1(=CC=C(C=C1)N(C1=CC=C(C=C1)C=1C=CC=2N(C3=CC=CC=C3C2C1)C1=CC=CC=C1)C1=CC=2C(C3=CC=CC=C3C2C=C1)(C1=CC=CC=C1)C1=CC=CC=C1)C1=CC=CC=C1 Biphenyl-4-yl(9,9-diphenyl-9H-fluoren-2-yl)-[4-(9-phenyl-9H-carbazol-3-yl)-phenyl]-amine